(R)-1-(3'-Fluoro-[1,1'-biphenyl]-4-yl)-4-(4-(furan-2-carbonyl)piperazin-1-yl)pyrrolidin-2-one FC=1C=C(C=CC1)C1=CC=C(C=C1)N1C(C[C@H](C1)N1CCN(CC1)C(=O)C=1OC=CC1)=O